(S)-4-(4-cyano-3-(1-(difluoromethyl)-1H-1,2,4-triazol-5-yl)phenyl)-2,2-dimethyloxazolidine-3-carboxylic acid tert-butyl ester C(C)(C)(C)OC(=O)N1C(OC[C@@H]1C1=CC(=C(C=C1)C#N)C1=NC=NN1C(F)F)(C)C